FC(=C(C(C(C(C(C(C(F)(F)F)(F)F)(F)F)(F)F)(F)F)(F)F)F)F Perfluoroocten